(R)-7-(5-((R)-8-(2-methoxyphenyl)-7,8-dihydro-6H-pyrrolo[2',1':2,3]imidazo[4,5-b]pyridin-2-yl)pyrimidin-2-yl)hexahydroimidazo[1,5-a]pyrazin-3(2H)-one COC1=C(C=CC=C1)[C@H]1CCC2=NC=3C(=NC(=CC3)C=3C=NC(=NC3)N3C[C@@H]4N(CC3)C(NC4)=O)N21